4-Hydroxymethyl-1,3,5-hexantriol OCC(C(CCO)O)C(C)O